BrC=1C(=CC(=NC1)Cl)C(=NO)N 5-Bromo-2-chloro-N'-hydroxypyridine-4-carboxamidine